3-(2-nitrophenyl)pyridine [N+](=O)([O-])C1=C(C=CC=C1)C=1C=NC=CC1